(1R,5S)-8-oxabicyclo[3.2.1]oct-3-ylmethylsulfonate [C@H]12CC(C[C@H](CC1)O2)CS(=O)(=O)[O-]